(S)-2-(4-(3-(5-fluoro-4-methylpyridin-3-yl)isoxazolidine-2-carbonyl)piperidin-1-yl)pyrimidine FC=1C(=C(C=NC1)[C@H]1N(OCC1)C(=O)C1CCN(CC1)C1=NC=CC=N1)C